N-([1,1':3',1''-terphenyl]-5'-yl)-9,9-dimethyl-9H-fluoren-2-amine C1(=CC=CC=C1)C1=CC(=CC(=C1)NC1=CC=2C(C3=CC=CC=C3C2C=C1)(C)C)C1=CC=CC=C1